4,6-dimethoxy-N-(7-(trifluoromethyl)-3a,9b-dihydrospiro[chromeno[4,3-d]thiazole-4,1'-cyclobutan]-2-yl)pyrimidine-5-carboxamide COC1=NC=NC(=C1C(=O)NC=1SC2C(N1)C=1C=CC(=CC1OC21CCC1)C(F)(F)F)OC